3-(2-(methyl-(propyl)amino)ethyl)-7-methyl-1H-indol-4-ol CN(CCC1=CNC=2C(=CC=C(C12)O)C)CCC